N(=C=O)CC1C2C(CC(C1)C2)CN=C=O 2,6-bis-(isocyanatomethyl)-bicyclo[2.2.1]heptane